C(C)(C)(C)OC(=O)N1C[C@H](CCC1)C(=O)O (3S)-1-tert-Butoxycarbonylpiperidine-3-carboxylic acid